4-chlorobenzyl (4-(1-(4-cyclopropyloxazole-5-carboxamido)ethyl)phenyl)carbamate C1(CC1)C=1N=COC1C(=O)NC(C)C1=CC=C(C=C1)NC(OCC1=CC=C(C=C1)Cl)=O